4-((9-(5-methoxy-2-(1-methyl-1H-pyrazol-4-yl)-4-nitrophenyl)-3,9-diazaspiro[5.5]undec-3-yl)methyl)piperidine-1-carboxylic acid tert-butyl ester C(C)(C)(C)OC(=O)N1CCC(CC1)CN1CCC2(CC1)CCN(CC2)C2=C(C=C(C(=C2)OC)[N+](=O)[O-])C=2C=NN(C2)C